C1(CCC1)CN1N=CC(=C1)NC(=O)C1=NC(=CC=C1)C=1C=NN2C1OCC(C2)C N-[1-(cyclobutylmethyl)-1H-pyrazol-4-yl]-6-(6-methyl-6,7-dihydro-5H-pyrazolo[5,1-b][1,3]oxazin-3-yl)pyridine-2-carboxamide